C1(=CC=CC=C1)C=1C(=C(C(=C(C1)C1=CC=CC=C1)C1=C(C=CC=2SC3=C(C21)C=CC=C3)C3=C(C(=CC=2C1=CC=CC=C1CC32)C)C)C3=NN=NC=C3)C3=CC=CC=C3 diphenyltriazinyl-[(dimethylfluorenyl)dibenzothiophenyl]biphenyl